(1R,5S,6R,7S)-N-(4-fluoro-3-(tri-fluoromethyl)-phenyl)-7-(5-(5-(hydroxymethyl)-4,5-dihydroisoxazol-3-yl)-2-meth-oxybenzamido)-bicyclo[3.2.0]heptane-6-carboxamide FC1=C(C=C(C=C1)NC(=O)[C@@H]1[C@H]2CCC[C@H]2[C@@H]1NC(C1=C(C=CC(=C1)C1=NOC(C1)CO)OC)=O)C(F)(F)F